CC1(OC[C@@]2([C@H](O1)C1=CC=C(C=C1C2)C)C)C |r| (4aRS,9bRS)-2,2,4a,7-tetramethyl-4,4a,5,9b-tetrahydroindeno[1,2-d][1,3]dioxine